C(C=C)[C@@]12[C@@H](N(CCC1)CC1=CC=CC=C1)CN([C@@H]2C(=O)OC)C(=O)OC(C)(C)C (4aR,5S,7aR)-6-tert-butyl 5-methyl 4a-allyl-1-benzylhexahydro-1H-pyrrolo[3,4-b]pyridine-5,6(2H)-dicarboxylate